C(#N)C=1C=NN2C1C(=CC(=C2)OC)C=2C=CC(=NC2)N2CCC(CC2)(C)NC(C2=C(C=CC(=C2)F)C)=O N-(1-(5-(3-cyano-6-methoxypyrazolo[1,5-a]pyridin-4-yl)pyridin-2-yl)-4-methylpiperidin-4-yl)-5-fluoro-2-methylbenzamide